5-[(3S)-3-(4-chlorophenyl)-4-[(1R)-1-(4-chlorophenyl)ethyl]-7-ethynyl-2,5-dioxo-3H-1,4-benzodiazepin-1-yl]pentanoic acid ClC1=CC=C(C=C1)[C@H]1C(N(C2=C(C(N1[C@H](C)C1=CC=C(C=C1)Cl)=O)C=C(C=C2)C#C)CCCCC(=O)O)=O